N,N'-bisacryloyl-cystamine C(C=C)(=O)NCCSSCCNC(C=C)=O